(9,9-bis[4-(4-hydroxybutoxy)phenyl])-9H-fluorene OCCCCOC1=CC=C(C=C1)C1(C2=CC=CC=C2C=2C=CC=CC12)C1=CC=C(C=C1)OCCCCO